N=1C=CN2C1C=CC(=C2)C(=O)O Imidazo[1,2-a]pyridine-6-carboxylic acid